C1(=CC=CC=C1)C1=NC2=CC=C(C=C2C=N1)N1C=NC=C1 2-Phenyl-6-(1H-Imidazol-1-Yl)Quinazoline